tert-butyl (2S,3S)-2-[2-fluoro-4-(trifluoromethyl)phenyl]-3-hydroxy-piperidine-1-carboxylate FC1=C(C=CC(=C1)C(F)(F)F)[C@@H]1N(CCC[C@@H]1O)C(=O)OC(C)(C)C